C1OCC12CN(C2)C2=CC=C(C=C2)CC(=O)O 2-(4-(2-oxa-6-azaspiro[3.3]heptan-6-yl)phenyl)acetic acid